C(C)(C)(C)OC(N(CC)C=1C=C(C=C2C(=C(NC12)N)C#N)F)=O (2-amino-3-cyano-5-fluoro-1H-indol-7-yl)(ethyl)carbamic acid tert-butyl ester